1,1,1-trimethylolpropane tris-(3-[N-methyl-N-phenylamino] propionate) CN(C1=CC=CC=C1)CCC(=O)O.CN(C1=CC=CC=C1)CCC(=O)O.CN(C1=CC=CC=C1)CCC(=O)O.C(O)C(CC)(CO)CO